FC(C=1C(=C(C=CC1)[C@@H](C)NC=1C=2C(N=C(N1)C)=C(C(N(C2)C2(CC2)CF)=O)C2=CC=1N(C=C2)CCN1)F)F (R)-4-((1-(3-(difluoromethyl)-2-fluorophenyl)ethyl)amino)-8-(2,3-dihydroimidazo[1,2-a]pyridin-7-yl)-6-(1-(fluoromethyl)cyclopropyl)-2-methylpyrido[4,3-d]pyrimidin-7(6H)-one